3-[4-[5-[5-[(4,6-difluoro-1H-indol-5-yl)oxy]-2-fluoro-phenyl]-1-methyl-1,2,4-triazol-3-yl]-4-methyl-chroman-8-yl]propanoic acid FC1=C2C=CNC2=CC(=C1OC=1C=CC(=C(C1)C1=NC(=NN1C)C1(CCOC2=C(C=CC=C12)CCC(=O)O)C)F)F